tert-Butyl 2-[1-[6-methyl-2-(2-methylpyrazolo[1,5-a]pyridin-6-yl)-4-oxo-chromen-8-yl]ethylamino]benzoate CC=1C=C2C(C=C(OC2=C(C1)C(C)NC1=C(C(=O)OC(C)(C)C)C=CC=C1)C=1C=CC=2N(C1)N=C(C2)C)=O